C(CCCCN)N pentylendiamine